(R)-7-(5-chloro-2-((1-(difluoromethyl)-1H-pyrazol-5-yl)amino)pyridin-4-yl)-2-(5-fluoro-2-(hydroxymethyl)benzyl)-3-(methoxymethyl)-3,4-dihydropyrrolo[1,2-a]pyrazine ClC=1C(=CC(=NC1)NC1=CC=NN1C(F)F)C=1C=C2N(C[C@@H](N(C2)CC2=C(C=CC(=C2)F)CO)COC)C1